2-(3-bromo-6-chloro-2-pyridyl)malononitrile BrC=1C(=NC(=CC1)Cl)C(C#N)C#N